CC1(OB(OC1(C)C)C=1C=NN(C1)C[C@H](C)O)C (S)-1-(4-(4,4,5,5-tetramethyl-1,3,2-dioxaborolan-2-yl)-1H-pyrazol-1-yl)propan-2-ol